[Cl-].C(CCC)(=O)OC Methyl Butanoate Chloride